C(C)(C)OC(=O)CC1C2C3C4C=CC(C3C(C1)C2)C4 8-(i-propoxycarbonylmethyl)-tetracyclo[4.4.0.12,5.17,10]-3-dodecene